C(C)(C)(C)C1=CN=CO1 5-tert-butyl-1,3-oxazol